CN1C(CC=2C1=CN=C(C2)C(C)=O)(C)C 1-(1,2,2-trimethyl-2,3-dihydro-1H-pyrrolo[2,3-c]pyridin-5-yl)ethanone